CON(CCOC=1C=C(C(=NC1)C#N)C)C 5-{2-[methoxy(methyl)amino]ethoxy}-3-methylpyridine-2-carbonitrile